N,N-diethyl-capramide t-butyl-acrylate tert-butyl-(4-(2-(4-((2-(2-oxo-6-azaspiro[3.3]heptane-6-yl)pyrimidin-4-yl)methyl-Oxy)phenyl)propan-2-yl)phenethyl)carbamate C(C)(C)(C)N(C(O)=O)CCC1=CC=C(C=C1)C(C)(C)C1=CC=C(C=C1)OCC1=NC(=NC=C1)N1CC2(CC(C2)=O)C1.C(C)(C)(C)OC(C=C)=O.C(C)N(C(=O)CCCCCCCCC)CC